N-(4-phenoxyphenyl)pivalamide O(C1=CC=CC=C1)C1=CC=C(C=C1)NC(C(C)(C)C)=O